(S)-cyclohexyl-({4-[(2S,3R)-4-(4-methylpiperazin-1-yl)-4-oxo-3-propionamidobutan-2-yl]phenyl}carbamoyl)methylamine trifluoroacetate FC(C(=O)O)(F)F.C1(CCCCC1)NCC(NC1=CC=C(C=C1)[C@H](C)[C@H](C(=O)N1CCN(CC1)C)NC(CC)=O)=O